ClC1=NC=C(C(=C1)NC(C)C)C#CC=1C=NN(C1)CC(F)F 2-chloro-5-((1-(2,2-difluoroethyl)-1H-pyrazol-4-yl)ethynyl)-N-isopropylpyridin-4-amine